FC1(C[C@H](CC1)N1C(C(=CC=C1)NC(C1=C(C=C(C=C1N1CCC2(CC2)CC1)NS(=O)(=O)CCO)F)=O)=O)F (S)-N-(1-(3,3-difluorocyclopentyl)-2-oxo-1,2-dihydropyridin-3-yl)-2-fluoro-4-((2-hydroxyethyl)sulfonamido)-6-(6-azaspiro[2.5]octan-6-yl)benzamide